NC1=C(C=C(C=C1)C1=CN(C=2N=CN=C(C21)N)C2CCN(CC2)C)F 5-(4-amino-3-fluorophenyl)-7-(1-methylpiperidin-4-yl)-7H-pyrrolo[2,3-d]pyrimidin-4-amine